C(=O)(O)C(CCCCC1=C(C=CC=C1)CCCCC1(CC1)C(=O)O)(C)C 1-(4-(2-(5-carboxy-5-methylhexyl)phenyl)butyl)cyclopropane-1-carboxylic acid